FC=1C=C(C=CC1F)NC(=O)NC[C@]1(CN(CC1)C(C)(C)C=1C=NC(=CC1)C)CCC=1SC(=CC1)F |o1:13| (S or R)-1-(3,4-difluoro-phenyl)-3-((3-(2-(5-fluorothiophen-2-yl)ethyl)-1-(2-(6-methylpyridin-3-yl)propan-2-yl)pyrrolidin-3-yl)methyl)urea